C(=O)NC(NC=O)=O Diformyl-urea